NC1=NC=CC(=N1)OC1=CC(=C(C=C1)N1C(N(CC1=O)C=1C=NC=C(C1)C(F)(F)F)=O)C#CC(C)C 3-{4-[(2-amino-4-pyrimidinyl)oxy]-2-(3-methyl-1-butyn-1-yl)phenyl}-1-[5-(trifluoromethyl)-3-pyridinyl]-2,4-imidazolidinedione